FC1=C(OC2=NC=CC(=N2)CF)C=CC(=C1)B1OC(C(O1)(C)C)(C)C 2-(2-fluoro-4-(4,4,5,5-tetramethyl-1,3,2-dioxaborolan-2-yl)phenoxy)-4-(fluoromethyl)pyrimidine